1-(4-fluorophenyl)-2-(1-(4-hydroxyphenyl)-1H-tetrazol-5-ylthio)ethanone FC1=CC=C(C=C1)C(CSC1=NN=NN1C1=CC=C(C=C1)O)=O